O=C1C=CN=CN1 6-oxopyrimidine